rel-N-(5-((1R,3S)-3-((6-isopropylpyridazin-3-yl)oxy)cyclopentyl)-1H-pyrazol-3-yl)-3-(methoxymethyl)-1-methyl-1H-pyrazole-5-carboxamide C(C)(C)C1=CC=C(N=N1)O[C@@H]1C[C@@H](CC1)C1=CC(=NN1)NC(=O)C1=CC(=NN1C)COC |o1:10,12|